BrC=1C(=C2CN(C(C2=CC1)=O)CC1=CC(=C(C=C1)C)C)F 5-bromo-2-(3,4-dimethylbenzyl)-4-fluoroisoindolin-1-one